neodymium tris-[bis(2-ethylhexyl) phosphinate] neodymium [Nd+3].C(C)C(CP([O-])(=O)CC(CCCC)CC)CCCC.C(C)C(CP([O-])(=O)CC(CCCC)CC)CCCC.C(C)C(CP([O-])(=O)CC(CCCC)CC)CCCC.[Nd+3]